[Br-].CN1C(=[N+](C=C1)C)C 1,2,3-trimethylimidazolium bromide